OC[C@@H](C(C)(C)C)N1C=C(C(C=C1)=O)C(=O)OC(C)(C)C tert-butyl (R)-1-(1-hydroxy-3,3-dimethylbutan-2-yl)-4-oxo-1,4-dihydropyridine-3-carboxylate